6-Methyl-2-(trifluoromethyl)-4H-benzo[d][1,3]oxazin-4-one CC1=CC2=C(N=C(OC2=O)C(F)(F)F)C=C1